ClC=1C(=NC(=CC1)OC)C(=O)N1C2CN(C(C1)CC2)CC2=C(N=C1N2C=CC=N1)C1=CC=C(C=C1)Cl (3-Chloro-6-methoxypyridin-2-yl)(5-{[2-(4-chlorophenyl)imidazo[1,2-a]pyrimidin-3-yl]methyl}-2,5-diazabicyclo[2.2.2]oct-2-yl)methanone